2-(4-benzyloxy-5-fluoro-2-methyl-phenyl)-4,4,5,5-tetramethyl-1,3,2-dioxaborolane C(C1=CC=CC=C1)OC1=CC(=C(C=C1F)B1OC(C(O1)(C)C)(C)C)C